NC12CCC(CC1)(C2)NC(OCC2=CC=CC=C2)=O benzyl (4-aminobicyclo[2.2.1]heptan-1-yl)carbamate